BrC(C)C1=CC=C(C=C1)C1=NN=NN1C 5-(4-(1-bromoethyl)phenyl)-1-methyl-1H-tetrazole